FCCCN1C[C@@H](CC1)OC1=CC=C(C=C1)C1NC(CC2=C1NC1=CC=CC=C21)C 1-(4-(((R)-1-(3-fluoropropyl)pyrrolidin-3-yl)Oxy)phenyl)-3-methyl-2,3,4,9-tetrahydro-1H-pyrido[3,4-b]Indole